C(C(C)C)P(=O)(CCCCC)CC(C)C 1-di(iso-butyl)phosphinoyl-pentane